4-(7-Methyl-2-((methyl-2-(trifluoromethyl)-[1,2,4]triazolo[1,5-a]pyridin-6-yl)amino)-8-oxo-7,8-dihydro-9H-purin-9-yl)tetrahydro-2H-pyran-4-carbonitrile CN1C(N(C2=NC(=NC=C12)NC=1C=CC=2N(C1C)N=C(N2)C(F)(F)F)C2(CCOCC2)C#N)=O